C12CN(CC(CC1)N2)C2=CC=C1C[C@H](COC1=C2)NC(=O)C=2C=NC=1N[C@H](CCC1C2)C (7S)-N-((3R)-7-(3,8-diazabicyclo[3.2.1]octan-3-yl)chroman-3-yl)-7-methyl-5,6,7,8-tetrahydro-1,8-naphthyridine-3-carboxamide